C=CCC(\C=C\C)O (E)-hepta-1,5-dien-4-ol